N1=CC=C(C=C1)OC1=CC2=C(N=C(S2)N)C=C1 6-(4-pyridyloxy)-1,3-benzothiazol-2-amine